Fmoc(fluorenylmethyloxycarbonyl)-D-isoleucine C(=O)(OCC1C2=CC=CC=C2C2=CC=CC=C12)N([C@H]([C@H](C)CC)C(=O)O)C(=O)OCC1=CC=CC=2C3=CC=CC=C3CC12